C1(=C(C=CC=C1)P(C(C)(C)C)C(C)(C)C)C1=CC=CC=C1 biphenyl-2-yl(di-tert-butyl)phosphine